ClC=1C=NN(C1C(NC1=NC=C(C=C1F)C#CC1=CC=CC=C1)=O)C1CN(C1)C(=O)OC(C)(C)C tert-butyl 3-(4-chloro-5-((3-fluoro-5-(phenylethynyl)pyridin-2-yl)carbamoyl)-1H-pyrazol-1-yl)azetidine-1-carboxylate